(S) or (R)-N'-((6-cyclopropyl-5-methyl-2,3-dihydro-1H-inden-4-yl)carbamoyl)-3-fluoro-5-(2-hydroxypropan-2-yl)thiophene-2-sulfonimidamide C1(CC1)C1=C(C(=C2CCCC2=C1)NC(=O)N=[S@@](=O)(N)C=1SC(=CC1F)C(C)(C)O)C |o1:16|